BrC1=CC2=C(C=CB(O2)O)C=C1 7-bromo-2-hydroxy-1,2-benzoxaborinine